C(C)(C)(C)OOC1(CC(CC(C1)C)(C)C)OOC(C)(C)C 1,1-bis(t-butylperoxy)3,3,5-Trimethylcyclohexane